ClC=1N=C(C2=C(N1)C=CN2)C(=O)NC2CCC(CC2)OCCOC 2-chloro-N-((1r,4r)-4-(2-methoxyethoxy)cyclohexyl)-5H-pyrrolo[3,2-d]pyrimidine-4-carboxamide